ClC=1C=C(C=CC1F)[C@H](NC(=O)N1[C@@H](C(NCC1)=O)C)C1=CC(=NC=C1)OCC(F)(F)F (2R)-N-((R)-(3-chloro-4-fluorophenyl)(2-(2,2,2-trifluoroethoxy)pyridin-4-yl)methyl)-2-methyl-3-oxopiperazine-1-carboxamide